1-(piperidin-4-yl)propan-2-ol, trifluoroacetate salt FC(C(=O)O)(F)F.N1CCC(CC1)CC(C)O